BrC1=C(C#N)C=CC(=C1)OC(F)(F)F 2-bromo-4-(trifluoromethoxy)benzonitrile